N1=CC=CC=2CCCC(C12)C(CCCN)N 5,6,7,8-tetrahydro-quinolin-8-yl-butane-1,4-diamine